3,3-difluoro-4,4-dihydroxypiperidine-1-carboxylic acid tert-butyl ester C(C)(C)(C)OC(=O)N1CC(C(CC1)(O)O)(F)F